C1(=CC=CC=C1)[P+](C1=CC=CC=C1)(C1=CC=CC=C1)C1=CC=CC=C1 TETRAPHENYL-PHOSPHONIUM